dipicolinate boron [B+2].N1=C(C=CC=C1)C(=O)[O-].N1=C(C=CC=C1)C(=O)[O-]